[3-[6-[3-(trifluoromethyl)azetidin-1-yl]-3-pyridyl]azetidin-1-yl]-[6-[3-(trifluoromethyl)-1,2,4-triazol-1-yl]-2-azaspiro[3.3]heptan-2-yl]methanone FC(C1CN(C1)C1=CC=C(C=N1)C1CN(C1)C(=O)N1CC2(C1)CC(C2)N2N=C(N=C2)C(F)(F)F)(F)F